N-(4-bromobenzyl)-1-isobutyryl-6-methyl-4-(phenylsulfonyl)piperazine-2-carboxamide BrC1=CC=C(CNC(=O)C2N(C(CN(C2)S(=O)(=O)C2=CC=CC=C2)C)C(C(C)C)=O)C=C1